FC1([C@@H](CN(CC1)C=1N=C2N(C(C1C)=O)C=C(C=C2[C@@H](C)NC2=C(C(=O)O)C=CC=C2)C)OC)F 2-(((R)-1-(2-((R)-4,4-difluoro-3-methoxypiperidin-1-yl)-3,7-dimethyl-4-oxo-4H-pyrido[1,2-a]pyrimidin-9-yl)ethyl)amino)benzoic acid